amino-tris[(2-propynyloxy)methyl]methane NC(COCC#C)(COCC#C)COCC#C